NC(CC(=O)OC(C)(C)C)C(=O)NC=1SC(=C(C1C(C1=CC(=C(C=C1)Cl)F)=O)C)C tert-butyl 3-amino-4-((3-(4-chloro-3-fluorobenzoyl)-4,5-dimethylthiophen-2-yl)amino)-4-oxobutanoate